FCC(=O)[O-].[Na+] sodium 2-fluoroacetate